FC1=C(COC2=CC=CC(=N2)C=2CCN(CC2)C(=O)[O-])C=CC(=C1)C(=O)OC 6-((2-fluoro-4-(methoxycarbonyl)benzyl)oxy)-3',6'-Dihydro-[2,4'-bipyridine]-1'(2'H)-carboxylate